lysergic acid hydrochloride Cl.OC(=O)[C@H]1CN(C)[C@@H]2CC3=CNC4=CC=CC(C2=C1)=C34